C(CCCCCCCCCCCCCCCCC)(=O)OCC(C)OC(CCCCCCCCCCCCCCCCC)=O propylene glycol di-stearate